NC1=NC=NN2C1=C(C=C2C=2C(=C(C(=O)N[C@@H]1CN(C[C@@H]1F)C(=O)OC(C)(C)C)C(=CC2)CC)F)C(F)(F)F tert-butyl (3R,4S)-3-(3-(4-amino-5-(trifluoromethyl)pyrrolo[2,1-f][1,2,4]triazin-7-yl)-6-ethyl-2-fluorobenzamido)-4-fluoropyrrolidine-1-carboxylate